((3aR,6aS)-5-(4,6-dimethylpyrimidin-2-yl)hexahydropyrrolo[3,4-c]pyrrol-2(1H)-yl)(6-methyl-2-(pyridin-2-yl)pyrazolo[1,5-a]pyridin-3-yl)methanone CC1=NC(=NC(=C1)C)N1C[C@@H]2[C@H](C1)CN(C2)C(=O)C=2C(=NN1C2C=CC(=C1)C)C1=NC=CC=C1